BrC=1C=C2C(N(C(=NC2=C(C1)C(=C)OCC)C1CCOCC1)C1CC1)=O 6-bromo-3-cyclopropyl-8-(1-ethoxyvinyl)-2-(tetrahydro-2H-pyran-4-yl)quinazolin-4(3H)-one